ClC1=CC=C(C=C1)C(C=C(F)F)CCC1=CC=CC=C1 1-chloro-4-(1,1-difluoro-5-phenyl-pent-1-en-3-yl)benzene